(4,6-dimethylpyrimidin-2-yl)benzamide CC1=NC(=NC(=C1)C)C1=C(C(=O)N)C=CC=C1